N-[4-[(3-Fluorophenyl)methoxy]phenyl]-5-(5-formyl-2-furanyl)-2-hydroxybenzamide FC=1C=C(C=CC1)COC1=CC=C(C=C1)NC(C1=C(C=CC(=C1)C=1OC(=CC1)C=O)O)=O